(3R,11bR)-3-(2,2-dimethylpropyl)-9-hydroxy-10-methoxy-1H,2H,3H,4H,6H,7H,11bH-pyrido[2,1-a]isoquinolin-2-one CC(C[C@H]1C(C[C@H]2N(CCC3=CC(=C(C=C23)OC)O)C1)=O)(C)C